C(C=C)(=O)OCCC[Si](OC)(OC)OC 3-(acryloyloxy)propyltrimethoxysilane